2-ethylhexyl dimethoxybenzylideneoxoimidazolidinepropionate COC1C(N(C(N1CCC(=O)OCC(CCCC)CC)=O)OC)=CC1=CC=CC=C1